(2S,3R)-2-{4-chloro-2-[(oxan-4-yl)amino]benzenesulfonamido}-3-(6-fluoro-2,3-dimethylphenyl)butanoic acid ClC1=CC(=C(C=C1)S(=O)(=O)N[C@H](C(=O)O)[C@H](C)C1=C(C(=CC=C1F)C)C)NC1CCOCC1